6-bromo-2,3-dihydro-1H-indene-1-amine BrC1=CC=C2CCC(C2=C1)N